NC1CCN(CC1)C1=NC(=NC=C1C(F)(F)F)NC1=CC=C(C(=O)N)C=C1 4-((4-(4-aminopiperidin-1-yl)-5-trifluoromethylpyrimidin-2-yl)amino)benzamide